C(C)(=O)OCC=1OC=C(N1)C(=O)OC.OCCNCCNCCO N,N'-bis(2-hydroxyethyl) ethylenediamine methyl 2-(acetoxymethyl)-oxazole-4-carboxylate